sodium dithionite iron [Fe+2].S(=O)([O-])S(=O)[O-].[Na+]